C(C)OC(C=C1CC2(CN(C2)C(=O)OC(C)(C)C)C1)=O Tert-butyl 6-(2-ethoxy-2-oxo-ethylidene)-2-azaspiro[3.3]heptane-2-carboxylate